2,5-dimethylmercaptothiadiazole CSN1SC(=CN1)SC